2-hydroxy-2-cyclobutylacetic acid Benzyl ester C(C1=CC=CC=C1)OC(C(C1CCC1)O)=O